(2S)-N-{(5SR,6SR)-5-[([1,1'-biphenyl]-3-yl)methyl]-2-methyl-3-oxo-2,3,5,6,7,8-hexahydroimidazo[1,5-a]pyridin-6-yl}oxolane-2-carboxamide C1(=CC(=CC=C1)C[C@H]1[C@H](CCC=2N1C(N(C2)C)=O)NC(=O)[C@H]2OCCC2)C2=CC=CC=C2 |&1:7,8|